2-[5-(difluoromethoxy)pyrimidin-2-yl]-4-[4-fluoro-2-(2,2,2-trifluoroethoxy)phenyl]-2,3-dihydro-1H-pyrrolo[3,4-c]pyridin-1-one FC(OC=1C=NC(=NC1)N1CC=2C(=NC=CC2C1=O)C1=C(C=C(C=C1)F)OCC(F)(F)F)F